tert-butyl 4-{4-[4-(3-amino-2-fluorophenyl)-3-(pyridin-4-yl)pyrazol-1-yl]phenyl}piperidine-1-carboxylate NC=1C(=C(C=CC1)C=1C(=NN(C1)C1=CC=C(C=C1)C1CCN(CC1)C(=O)OC(C)(C)C)C1=CC=NC=C1)F